tert-Butyl 4-{[2-({6-[(pyridin-4-yl)carbamoyl]pyridin-2-yl} amino)ethyl]amino}azepane-1-carboxylate N1=CC=C(C=C1)NC(=O)C1=CC=CC(=N1)NCCNC1CCN(CCC1)C(=O)OC(C)(C)C